N-(2-(5-(benzylthio)indoline-1-carbonyl)-1H-imidazol-1-yl)methanesulfonamide C(C1=CC=CC=C1)SC=1C=C2CCN(C2=CC1)C(=O)C=1N(C=CN1)NS(=O)(=O)C